CN1C(C2=C(C(=C1)C1=C(C=CC(=C1)S(=O)(=O)C)NC1COCC1)C=CN2)=O 6-methyl-4-[5-(methylsulfonyl)-2-(tetrahydrofuran-3-ylamino)phenyl]-1,6-dihydro-7H-pyrrolo[2,3-c]pyridin-7-one